diethyl 3,3-dimethyl-1-butene-1,4-dicarboxylate CC(C=CC(=O)OCC)(CC(=O)OCC)C